Trans-p-menthane-3,8-diol C[C@@H]1CC[C@H]([C@@H](C1)O)C(C)(C)O